Butylen Glycol Caprylate C(CCCCCCC)(=O)OCCCCO